BrC1=C(C=C(C=C1)CO[Si](C)(C)C(C)(C)C)O 2-bromo-5-((tert-butyldimethylsilyl)oxymethyl)phenol